racemic-(Z)-3-((3-butyl-7-(ethylsulfanyl)-5-(4-fluorophenyl)-1,1-dioxido-2,3,4,5-tetrahydro-1,5-benzothiazepine-8-yl)oxy)-2-fluoroacrylic acid C(CCC)C1CS(C2=C(N(C1)C1=CC=C(C=C1)F)C=C(C(=C2)O\C=C(\C(=O)O)/F)SCC)(=O)=O